(S)-1-(5-(7-amino-2,6-naphthyridin-3-yl)-4-methylpyridin-2-yl)propan-1-ol NC1=NC=C2C=C(N=CC2=C1)C=1C(=CC(=NC1)[C@H](CC)O)C